ClC=1C(=C2CC(CC2=CC1)NC1=CC=C(C=N1)C(C(F)(F)F)N1C(C2(CC1)CCN(CC2)CC2CC2)=O)F 2-(1-(6-((5-Chloro-4-fluoro-2,3-dihydro-1H-inden-2-yl)amino)pyridin-3-yl)-2,2,2-trifluoroethyl)-8-(cyclopropylmethyl)-2,8-diazaspiro[4.5]decan-1-one